BrC=1C2=C(C(=C(C(=C2C(=C2C(=C(C(=C(C12)[2H])[2H])[2H])[2H])C1=CC=CC=C1)[2H])[2H])[2H])[2H] 9-bromo-10-phenylanthracene-1,2,3,4,5,6,7,8-d8